3-(((1-(2-hydroxyethyl)azetidin-3-yl)carbamoyl)oxy)propane-1,2-diyl dipalmitate C(CCCCCCCCCCCCCCC)(=O)OCC(COC(NC1CN(C1)CCO)=O)OC(CCCCCCCCCCCCCCC)=O